NC1=CC=CC(=N1)S(=O)(=O)NC(=O)C=1C(=NC(=CC1)C=1C=NC(=CC1)OC(C)C)N1CC2C(C2C1)(C)C N-[(6-Amino-2-pyridyl)sulfonyl]-2-(6,6-dimethyl-3-azabicyclo[3.1.0]hexan-3-yl)-6-(6-isopropoxy-3-pyridyl)pyridin-3-carboxamid